C(C1=CC=CC=C1)N1C(SCC1=O)=S 3-benzyl-4-oxo-2-thioxothiazolidin